2,5-Dimethyl-4-(1-pyrrolidinyl)-3(2H)-furanone CC1OC(=C(C1=O)N1CCCC1)C